N-(2-fluoro-3-methyl-4-((3-methyl-3H-imidazo[4,5-b]pyridin-6-yl)oxy)phenyl)-6-(methylsulfinyl)pyrimido[5,4-d]pyrimidin-4-amine FC1=C(C=CC(=C1C)OC=1C=C2C(=NC1)N(C=N2)C)NC=2C1=C(N=CN2)C=NC(=N1)S(=O)C